3-[4-(5-hydroxypent-1-ynyl)-3-methyl-2-oxo-benzimidazol-1-yl]piperidine-2,6-dione OCCCC#CC1=CC=CC=2N(C(N(C21)C)=O)C2C(NC(CC2)=O)=O